(14S)-8-tert-butyl-17-(6-tert-butylpyridin-2-yl)-12,12-dimethyl-2λ6-thia-3,9,11,18,23-pentaazatetracyclo[17.3.1.111,14.05,10]tetracosa-1(23),5(10),6,8,19,21-hexaene-2,2,4-trione C(C)(C)(C)C=1C=CC=2C(NS(C=3C=CC=C(NC(CC[C@H]4CC(N(C2N1)C4)(C)C)C4=NC(=CC=C4)C(C)(C)C)N3)(=O)=O)=O